ClC=1C=C(C=NC1N1N=CC=N1)NC(=O)C=1C=NN(C1C(F)(F)F)C1=C2C(=C(N=C1)C(=O)NC)SC=C2 4-(4-((5-chloro-6-(2H-1,2,3-triazol-2-yl)pyridin-3-yl)carbamoyl)-5-(trifluoromethyl)-1H-pyrazol-1-yl)-N-methylthieno[2,3-c]pyridine-7-carboxamide